1-(2-chloro-3,4-difluorophenyl)-2,5-dimethyl-6-oxo-1,6-dihydropyrimidin-4-yl 4-methylbenzene-1-sulfonate CC1=CC=C(C=C1)S(=O)(=O)OC=1N=C(N(C(C1C)=O)C1=C(C(=C(C=C1)F)F)Cl)C